C1(CCCC1)[C@](C(=O)N1C2CCC([C@H]1C(=O)N[C@@H](C[C@@H]1C(NCC1)=O)C(CO)=O)CC2)(C2=CC=CC=C2)O (S)-2-((R)-2-cyclopentyl-2-hydroxy-2-phenylacetyl)-N-((S)-4-hydroxy-3-oxo-1-((R)-2-oxopyrrolidin-3-yl)butan-2-yl)-2-azabicyclo[2.2.2]octane-3-carboxamide